(S)-4-acetamido-5-(((S)-1-((5-(4-aminobutoxy)-2-methylbenzyl)amino)-1-oxo-4-phenylbutan-2-yl)amino)-5-oxopentanoic acid C(C)(=O)N[C@@H](CCC(=O)O)C(=O)N[C@H](C(=O)NCC1=C(C=CC(=C1)OCCCCN)C)CCC1=CC=CC=C1